C(C1=CC=CC=C1)C(=O)O benzylformic acid